4-[[2-(2,6-dioxo-3-piperidyl)-1,3-dioxo-isoindolin-5-yl]amino]butanoic acid O=C1NC(CCC1N1C(C2=CC=C(C=C2C1=O)NCCCC(=O)O)=O)=O